C(CCCCCCC=CCC=CCC=C)(=O)C=1C=C(C=CC1)O 3-(8,11,14-pentadecatrienoyl)phenol